3-(6-(methylsulfonyl)isoquinolin-4-yl)-2-oxoimidazolidine-4-carbonitrile CS(=O)(=O)C=1C=C2C(=CN=CC2=CC1)N1C(NCC1C#N)=O